N-[(S)-{5-[1-(3,3-Difluoroazetidine-1-carbonyl)-4,4-Difluorocyclohexyl]-4-fluoro-1H-benzimidazol-2-yl}(4,4-Difluorocyclohexyl)methyl]carbamic acid benzyl ester C(C1=CC=CC=C1)OC(N[C@@H](C1CCC(CC1)(F)F)C1=NC2=C(N1)C=CC(=C2F)C2(CCC(CC2)(F)F)C(=O)N2CC(C2)(F)F)=O